Dimethyl(6-methyl-5-(1H-pyrazol-4-yl)-1-(2-(6-(trifluoromethyl)imidazo[1,2-a]pyrazin-3-yl)pyrimidin-4-yl)piperidin-3-yl)phosphine oxide CP(C1CN(C(C(C1)C=1C=NNC1)C)C1=NC(=NC=C1)C1=CN=C2N1C=C(N=C2)C(F)(F)F)(C)=O